lithium iron sodium sulfate S(=O)(=O)([O-])[O-].[Na+].[Fe+2].[Li+].S(=O)(=O)([O-])[O-]